(thiazol-4-yl)isoindolin-1-one S1C=NC(=C1)N1C(C2=CC=CC=C2C1)=O